FC=1C=C(CNC(OC(C)(C)C)=O)C=C(C1)C=1C=NN(C1)C=1C=NC=NC1 tert-Butyl (3-fluoro-5-(1-(pyrimidin-5-yl)-1H-pyrazol-4-yl)benzyl)carbamate